4-nitro-3-((2-(trimethylsilyl)ethoxy)methoxy)-1-((2-(trimethylsilyl)ethoxy)methyl)-1H-pyrazole [N+](=O)([O-])C=1C(=NN(C1)COCC[Si](C)(C)C)OCOCC[Si](C)(C)C